5-(4-trifluoromethoxyphenyl)furan FC(OC1=CC=C(C=C1)C1=CC=CO1)(F)F